methyl 3-{3-[5-{1-[(tertbutyldimethylsilyl) oxy]propan-2-yl}-6-(1-ethoxyvinyl)pyridazin-4-yl]propioloyl}bicyclo[1.1.1]pentane-1-carboxylate C(C)(C)(C)[Si](OCC(C)C=1C(=CN=NC1C(=C)OCC)C#CC(=O)C12CC(C1)(C2)C(=O)OC)(C)C